3-(4-fluorophenyl)-1-(2-hydroxy-4-methoxyphenyl)prop-2-en-1-one FC1=CC=C(C=C1)C=CC(=O)C1=C(C=C(C=C1)OC)O